BrC=1C(=NN(C1)C1CCN(CC1)C(=O)OC(C)(C)C)C tert-Butyl 4-(4-bromo-3-methylpyrazol-1-yl)piperidine-1-carboxylate